CSC(C(=O)N1C(CCCC1)C=1NC(=CN1)C1=CC(=CC=C1)[N+](=O)[O-])C 2-(Methylsulfanyl)-1-(2-(5-(3-nitrophenyl)-1H-imidazol-2-yl)piperidin-1-yl)propan-1-one